N1=C(C=CC=C1)SS[C@@H]1[C@H](CCC2=CC=CC=C12)O |r| trans-(1SR,2SR)-1-(pyridin-2-yldisulfanyl)-1,2,3,4-tetrahydronaphthalen-2-ol